3',4',2,4-tetrahydroxy-(trans)-stilbene OC=1C=C(/C=C/C2=C(C=C(C=C2)O)O)C=CC1O